2-(4-Chlorophenyl)imidazo[1,2-a]-pyridin-3-carbaldehyd ClC1=CC=C(C=C1)C=1N=C2N(C=CC=C2)C1C=O